CC(CCCCCC/C=C\\CCCCCCCC(=O)O)O[C@H]1[C@@H]([C@H]([C@@H]([C@H](O1)CO)O)O)O[C@H]2[C@@H]([C@H]([C@@H]([C@H](O2)CO)O)O)O The molecule is a sophoroside resulting from the formal condensation of the alcoholic hydroxy group of 17-hydroxyoleic acid with beta-sophorose. It is an (omega-1)-hydroxy fatty acid, a sophoroside and a sophorolipid. It derives from a (9Z)-17-hydroxyoctadec-9-enoic acid. It is a conjugate acid of a (9Z)-17-hydroxyoctadec-9-enoate 17-O-sophoroside.